2-(tert-butyl)anthraquinone C(C)(C)(C)C1=CC=2C(C3=CC=CC=C3C(C2C=C1)=O)=O